carbon nickel-boron [B].[Ni].[C]